ClC1=CC=C(C(=O)NC2=CC=C(C=C2)[C@@H]2CN(CC2)C)C=C1 |r| (RS)-4-Chloro-N-[4-(1-methyl-pyrrolidin-3-yl)-phenyl]-benzamid